amyl-decanol C(CCCC)C(CCCCCCCCC)O